N-(4-chloropyrimidin-2-yl)-2,3-dimethyl-2H-indazol-6-amine ClC1=NC(=NC=C1)NC=1C=CC2=C(N(N=C2C1)C)C